5-fluoro-2-((4-(2-(2-hydroxy-2-methylpropyl)-2,7-diazaspiro[3.5]non-7-yl)pyrimidin-5-yl)amino)-N,N-diisopropylbenzamide FC=1C=CC(=C(C(=O)N(C(C)C)C(C)C)C1)NC=1C(=NC=NC1)N1CCC2(CN(C2)CC(C)(C)O)CC1